glycidyl laurate C(CCCCCCCCCCC)(=O)OCC1CO1